trioleoxyethylene ether C(CCCCCCC\C=C/CCCCCCCC)OC1C(OCCCCCCCC\C=C/CCCCCCCC)(OCCCCCCCC\C=C/CCCCCCCC)O1